3-methyl-1-(piperazinyl)azetidin-3-ol CC1(CN(C1)N1CCNCC1)O